5,10,15,20-Tetra(p-bromophenyl)porphyrin BrC1=CC=C(C=C1)C=1C2=CC=C(N2)C(=C2C=CC(C(=C3C=CC(=C(C=4C=CC1N4)C4=CC=C(C=C4)Br)N3)C3=CC=C(C=C3)Br)=N2)C2=CC=C(C=C2)Br